COCC(C(=O)OC)N1C(C=C(C=C1)C)=O methyl 3-methoxy-2-(4-methyl-2-oxopyridin-1(2H)-yl)propanoate